OC[C@H](C(C)(C)C)NC(=O)C=1C=2C[C@@H]3[C@H](C2N(N1)C1=C(C=C(C=C1)F)F)C3 (1aR,5aR)-2-(2,4-Difluoro-phenyl)-1a,2,5,5a-tetrahydro-1H-2,3-diaza-cyclopropa[a]pentalene-4-carboxylic acid ((S)-1-hydroxymethyl-2,2-dimethylpropyl)-amide